ClC=1C=C(C#N)C=C(C1)C(F)F 3-chloro-5-(difluoromethyl)benzonitrile